ethyl 3-((4-chlorophenyl)(3-ethoxy-3-oxopropyl)amino)-3-oxopropanoate ClC1=CC=C(C=C1)N(C(CC(=O)OCC)=O)CCC(=O)OCC